3-(4-(cyclopentylamino)-2-((2-methoxy-4-(4-methylpiperazin-1-yl)phenyl)amino)pyrimidin-5-yl)propionic acid C1(CCCC1)NC1=NC(=NC=C1CCC(=O)O)NC1=C(C=C(C=C1)N1CCN(CC1)C)OC